N1(CCCCC1)CC=1C=CC=C(C#N)C1 5-(piperidin-1-ylmethyl)benzonitrile